NC1=CC=C(C=C1)C(=O)N1CCNCC1 (4-aminophenyl)(piperazin-1-yl)methanone